tert-butyl 4-(((7-((tert-butoxycarbonyl)(4-(pyridin-2-yl)benzyl)amino)-3-cyclopropylpyrazolo[1,5-a]pyrimidin-5-yl)amino)methyl)-3,3-difluoropiperidine-1-carboxylate C(C)(C)(C)OC(=O)N(C1=CC(=NC=2N1N=CC2C2CC2)NCC2C(CN(CC2)C(=O)OC(C)(C)C)(F)F)CC2=CC=C(C=C2)C2=NC=CC=C2